4-(benzoyloxy)-2,6-diphenylhexanoic acid C(C1=CC=CC=C1)(=O)OC(CC(C(=O)O)C1=CC=CC=C1)CCC1=CC=CC=C1